isopropyl (3-(N-(tert-butyl)sulfamoyl)-4-(2-((1S,4r)-4-(((((S)-1-methylpyrrolidin-2-yl)methoxy)carbonyl)amino)cyclohexyl)thiazol-5-yl)phenyl)carbamate C(C)(C)(C)NS(=O)(=O)C=1C=C(C=CC1C1=CN=C(S1)C1CCC(CC1)NC(=O)OC[C@H]1N(CCC1)C)NC(OC(C)C)=O